6-((1-((difluoromethyl)sulfonyl)cyclopropyl)methyl)-1-methyl-7-oxo-4,5,6,7-tetrahydro-1H-pyrazolo[3,4-c]pyridine-3-carboxylic acid FC(S(=O)(=O)C1(CC1)CN1C(C2=C(CC1)C(=NN2C)C(=O)O)=O)F